COC1=C(C=C(C=N1)N1N=C(C2=CC=CC=C12)C(=O)NC)C(NCC1=C(C=CC=C1)OC(C)C)=O [6-methoxy-5-({[2-(propan-2-yloxy)phenyl]methyl}carbamoyl)pyridin-3-yl]-N-methyl-1H-indazole-3-carboxamide